ClCC1=CC=2N(C=C1)C(=C(N2)C2=NC=CC=C2)C2=CC=CC1=CC=CC=C21 7-(chloromethyl)-3-(naphthalen-1-yl)-2-(pyridin-2-yl)imidazo[1,2-a]pyridine